β-eth-ylethylene CCC=C